17-Methylpentatriacontane CC(CCCCCCCCCCCCCCCC)CCCCCCCCCCCCCCCCCC